5-acetamido-4-hydroxy-2,7-naphthalenedisulfonic acid disodium salt [Na+].[Na+].C(C)(=O)NC1=C2C(=CC(=CC2=CC(=C1)S(=O)(=O)[O-])S(=O)(=O)[O-])O